C(C)N(S(=O)(=O)C=1C=NC=C(C1)F)[C@@H](C(F)(F)F)C1=CC(=C(C=C1)C(F)(F)F)C (R)-N-ethyl-5-fluoro-N-(2,2,2-trifluoro-1-(3-methyl-4-(trifluoromethyl)phenyl)ethyl)pyridine-3-sulfonamide